N-(4-(4-amino-7-isopropyl-7H-pyrrolo[2,3-d]pyrimidin-5-yl)phenyl)-2-oxo-1-phenyl-2,4,5,6-tetrahydro-1H-pyrrolo[1,2-b]pyrazole-3-carboxamide NC=1C2=C(N=CN1)N(C=C2C2=CC=C(C=C2)NC(=O)C2=C1N(N(C2=O)C2=CC=CC=C2)CCC1)C(C)C